ClCC/C(=C(\C1=CC=CC=C1)/C1=CC=C(OCCN(C(CCCCNC2=C3C(N(C(C3=CC=C2)=O)C2C(NC(CC2)=O)=O)=O)=O)C)C=C1)/C1=CC=CC=C1 (Z)-N-(2-(4-(4-chloro-1,2-diphenylbut-1-en-1-yl)phenoxy)ethyl)-5-((2-(2,6-dioxopiperidin-3-yl)-1,3-dioxoisoindolin-4-yl)amino)-N-methylpentanamide